COC=1C=C(C=C(C1)OC)C1CNC1 3-(3,5-dimethoxyphenyl)azetidine